NC1=NC=C(C2=C1C=NN2C)C2CCN(CC2)C 4-amino-1-methyl-7-(1-methylpiperidin-4-yl)-1H-pyrazolo[4,3-c]pyridin